COC(C(C1=CC2=C(SCCN2CC2=CC=CC=C2)C=C1)N)=O.C(C1=CC=CC=C1)O[C@@H]1[C@H](N(C[C@@H]([C@H]1OCC1=CC=CC=C1)OCC1=CC=CC=C1)CCC1=CSC=C1)C (2R,3R,4R,5S)-3,4,5-tris(benzyloxy)-2-methyl-1-(2-(thiophen-3-yl)ethyl)piperidine Methyl-2-amino-2-(4-benzyl-3,4-dihydro-2H-benzo[b][1,4]thiazin-6-yl)acetate